CN(CCOC=1C=CC(=C(C(=O)N[C@H](C)C2=CC(=CC(=C2)C=2C=NN(C2)CC2=NOC(=N2)C)C2=NN(C=C2)CC)C1)C)C (R)-5-(2-(dimethylamino)ethoxy)-N-(1-(3-(1-ethyl-1H-pyrazol-3-yl)-5-(1-((5-methyl-1,2,4-oxadiazol-3-yl)methyl)-1H-pyrazol-4-yl)phenyl)ethyl)-2-methylbenzamide